C(\C=C\C)(=O)OCC\C=C/CCCCCCCC (Z)-3-dodecen-1-yl (E)-2-butenoate